Cl.C(C)SC=1C=2N(C=CC1)C(=NC2)C(C)(C)N 2-(8-(ethylsulfanyl)imidazo[1,5-a]pyridin-3-yl)propan-2-amine hydrochloride